FC1=C(C=CC=C1)C1=CC(=CN1S(=O)(=O)C=1C=NC=CC1)CNC 5-(2-fluorophenyl)-N-methyl-1-(3-pyridylsulfonyl)-1H-pyrrole-3-methylamine